3-(3-Acetamido-4'-chloro-1',2'-dihydrospiro[cyclopentane-1,3'-pyrrolo[2,3-b]pyridin]-5'-yl)-6-amino-2-fluoro-N,N-dimethylbenzamide C(C)(=O)NC1CC2(CNC3=NC=C(C(=C32)Cl)C=3C(=C(C(=O)N(C)C)C(=CC3)N)F)CC1